NC1=C2C(=NC=N1)N(N=C2C=2NC1=CC(=CC=C1C2)NC(OC2=CC=CC=C2)=O)C(C)(C)C Phenyl (2-(4-amino-1-(tert-butyl)-1H-pyrazolo[3,4-d]pyrimidin-3-yl)-1H-indol-6-yl)carbamate